N[C@@H]([14CH2]O)C(=O)O [3-14C]-serine